CN(C1=CC(=C(C=N1)C=1C=CC=2N(C1)C=C(N2)NC(=O)[C@H]2[C@H](C2)F)C)C (1S,2S)-N-(6-(6-(dimethylamino)-4-methylpyridin-3-yl)imidazo[1,2-a]pyridin-2-yl)-2-fluorocyclopropanecarboxamide